C(C=C)(=O)N1CC(N(CC1)C=1C2=C(N(C(N1)=O)C1=C(C=CC=C1)S(=O)(=O)C)N=C(C(=C2)F)C2=C(C=CC=C2O)F)CC#N (4-acryloyl-1-(6-fluoro-7-(2-fluoro-6-hydroxyphenyl)-1-(2-(methylsulfonyl)phenyl)-2-oxo-1,2-dihydropyrido[2,3-d]pyrimidin-4-yl)piperazin-2-yl)acetonitrile